2-(6-((5-chloro-4-(2-chlorophenyl)-1H-1,2,3-triazol-1-yl)methyl)pyridin-3-yl)-5-(difluoromethyl)-1,3,4-oxadiazole ClC1=C(N=NN1CC1=CC=C(C=N1)C=1OC(=NN1)C(F)F)C1=C(C=CC=C1)Cl